N,N'-1,2-Ethanediylbis(N-acetylacetamide) C(CN(C(C)=O)C(C)=O)N(C(C)=O)C(C)=O